N1=CC=C(C=C1)C=1N(C2=NC(=NC=C2N1)C(=O)N)COCC[Si](C)(C)C 8-(pyridin-4-yl)-9-((2-(trimethylsilyl)ethoxy)methyl)-9H-purine-2-carboxamide